FC1=CC2=C(N=C(O2)[C@H]2N(CCC3=C2N=CN3)C(=O)C=3OC(=NN3)C3=NN(C=C3)C)C=C1 (S)-(4-(6-fluorobenzo[d]oxazol-2-yl)-6,7-dihydro-1H-imidazo[4,5-c]pyridin-5(4H)-yl)(5-(1-methyl-1H-pyrazol-3-yl)-1,3,4-oxadiazol-2-yl)methanone